C(C)(=O)N[C@H]1C[C@H](C[C@@H]1O)C(=O)N[C@@H](C12CCC(CC1)(C2)F)C2=C(C(=CC=C2F)Cl)F (1R,3S,4S)-3-acetamido-N-((S)-(3-chloro-2,6-difluorophenyl)(4-fluoro-bicyclo[2.2.1]hept-1-yl)methyl)-4-hydroxycyclopentane-1-carboxamide